CC=1C=C2C=3C=C(C=CC3NC2=CC1)CC(=O)O 2-(6-Methyl-9H-carbazol-3-yl)acetic acid